6-(7-(8-Ethyl-3-hydroxynaphthalen-1-yl)-8-fluoro-2-(((2R,7aS)-2-fluorotetrahydro-1H-pyrrolizin-7a(5H)-yl)methoxy)pyrido[4,3-d]pyrimidin-4-yl)-6-azaspiro[3.5]nonan-2-ol C(C)C=1C=CC=C2C=C(C=C(C12)C1=C(C=2N=C(N=C(C2C=N1)N1CC2(CC(C2)O)CCC1)OC[C@]12CCCN2C[C@@H](C1)F)F)O